FS(CC(C1=CC=CC=C1)(C1=CC=CC=C1)OCCC#C)(F)(F)(F)F Pentafluoro-(2-(but-3-yn-1-yloxy)-2,2-diphenylethyl)-λ6-sulfan